1-(3'-amino-2,6-difluoro-[1,1'-biphenyl]-4-yl)-1H-naphthalen NC=1C=C(C=CC1)C1=C(C=C(C=C1F)C1CC=CC2=CC=CC=C12)F